FC(S(=O)(=O)OC1=NN2C(C=CC(=C2)N2CCOCC2)=C1)(F)F 6-(morpholin-4-yl)pyrazolo[1,5-a]pyridin-2-yl trifluoromethanesulfonate